2-(4-(4-(9H-purin-6-yl)-3,4-dihydro-2H-1,4-thiazin-6-yl)-1H-pyrazol-1-yl)ethan-1-ol N1=CN=C2NC=NC2=C1N1CCSC(=C1)C=1C=NN(C1)CCO